ClC1=C(C(=NC(=C1)C)C(=O)OC)C1=NC=CC=N1 methyl 4-chloro-6-methyl-3-(pyrimidin-2-yl)picolinate